N-(4-bromo-2-fluorobenzyl)-8-oxo-5,6,7,8-tetrahydroquinoline-5-carboxamide BrC1=CC(=C(CNC(=O)C2C=3C=CC=NC3C(CC2)=O)C=C1)F